dodecyl-vinyl-imidazole hexafluorophosphate F[P-](F)(F)(F)(F)F.C(CCCCCCCCCCC)C=1N=C(NC1)C=C